1,1':3',1''-terphenyl-4-boronic acid C1(=CC=C(C=C1)B(O)O)C1=CC(=CC=C1)C1=CC=CC=C1